N-propylsulfamic acid sodium salt [Na+].C(CC)NS([O-])(=O)=O